butyl (5-((2,5-difluorophenyl)(hydroxy)methyl)thiazol-2-yl)carbamate FC1=C(C=C(C=C1)F)C(C1=CN=C(S1)NC(OCCCC)=O)O